5-oxa-2-azabicyclo[5.1.0]octane C12NCCOCC2C1